heptacosanoyl chloride C(CCCCCCCCCCCCCCCCCCCCCCCCCC)(=O)Cl